ClC1=C(C=C(C=N1)C(=O)OC)I methyl 6-chloro-5-iodo-pyridine-3-carboxylate